C(=O)(OC(C)(C)C)N(C)C(C(=O)O)CC (boc-(methyl)amino)butyric acid